endo-(8-oxabicyclo[3.2.1]octan-3-yl)hydrazine C12CC(CC(CC1)O2)NN